3-[tert-butyl-(dimethyl)silyl]oxy-tetrahydrofuran-2-one bis(1,2,2,6,6-pentamethyl-4-piperidyl)n-butyl-3,5-di-tert-butyl-4-hydroxybenzylmalonate CN1C(CC(CC1(C)C)C(CCCC(C(=O)O)(C(=O)O)CC1=CC(=C(C(=C1)C(C)(C)C)O)C(C)(C)C)C1CC(N(C(C1)(C)C)C)(C)C)(C)C.C(C)(C)(C)[Si](OC1C(OCC1)=O)(C)C